N-(4-(furan-2-yl)quinolin-8-yl)-4-isopropoxybenzamide O1C(=CC=C1)C1=CC=NC2=C(C=CC=C12)NC(C1=CC=C(C=C1)OC(C)C)=O